N-(2-carbamoyl-4-chloro-6-methyl-phenyl)-2-(3-chloro-2-pyridyl)-5-(difluoromethoxy)pyrazole-3-carboxamide C(N)(=O)C1=C(C(=CC(=C1)Cl)C)NC(=O)C=1N(N=C(C1)OC(F)F)C1=NC=CC=C1Cl